benzyl 2-(5-bromo-3-(isopropylamino)-2-oxo-6-phenylpyrazin-1(2H)-yl)acetate BrC=1N=C(C(N(C1C1=CC=CC=C1)CC(=O)OCC1=CC=CC=C1)=O)NC(C)C